S1C(=CC=C1)C1=C2NC(=C1)C=C1C=CC(=N1)C=C1C=CC(N1)=CC=1C=CC(N1)=C2.[Fe] iron thiophenylporphyrin